methoxypyridine-3-carbonitrile COC1=NC=CC=C1C#N